diethylene glycol bis(N-allyl carbamate) C(C=C)NC(=O)OCCOCCOC(NCC=C)=O